[N+](=O)([O-])C=1C=C(C=CC1)N1CCN(CC1)CCC=1C(=NC=CC1)C(=O)N (2-(4-(3-nitrophenyl)piperazin-1-yl)ethyl)picolinamide